BrC1=CC=C(C=C1)C=1C=CC2=C(OC3=C2C=CC=C3)C1 3-(4-bromophenyl)dibenzo[b,d]furan